BrC1=CC=C(C=2SC=CC21)OCC2CCN(CC2)S(=O)(=O)C 4-(((4-bromobenzo[b]thiophen-7-yl)oxy)methyl)-1-(methylsulfonyl)piperidine